9-(4-(2-(2-aminopyridin-3-yl)-5-phenyl-3H-imidazo[4,5-b]pyridin-3-yl)benzyl)-3,9-diazaspiro[5.5]undecane NC1=NC=CC=C1C1=NC=2C(=NC(=CC2)C2=CC=CC=C2)N1C1=CC=C(CN2CCC3(CCNCC3)CC2)C=C1